N-(2-((2-chloropyrimidin-4-yl)amino)phenyl)-4-methylbenzenesulfonamide ClC1=NC=CC(=N1)NC1=C(C=CC=C1)NS(=O)(=O)C1=CC=C(C=C1)C